N-(6-chloropyridin-3-yl)-6-(((1-methyl-1H-pyrazol-4-yl)oxy)methyl)isoquinolin-1-amine ClC1=CC=C(C=N1)NC1=NC=CC2=CC(=CC=C12)COC=1C=NN(C1)C